O1N=C(C2=C1C=CC=C2)C(=O)N2[C@@H]([C@@H]1[C@H](C2)CCC1)C(=O)N[C@@H](C[C@H]1C(NCC1)=O)C(COC(F)(F)F)=O (1S,3aR,6aS)-2-(benzo[d]isoxazole-3-carbonyl)-N-((S)-3-oxo-1-((S)-2-oxopyrrolidin-3-yl)-4-(trifluoromethoxy)butan-2-yl)octahydrocyclopenta[c]pyrrole-1-carboxamide